CC=1C=C(C2=C(C=C(C=CC12)C(C)C)C)C=1OC(=C(C(C1O)=O)CC1=CC=C(C=C1)[N+](=O)[O-])CO 2-(3,8-dimethyl-6-isopropylazulen-1-yl)(4-nitrophenyl)methyl-3-hydroxy-6-hydroxymethyl-4H-pyran-4-one